1-chloro-2,2,3,3,3-pentafluoropropane ClCC(C(F)(F)F)(F)F